8-(7-oxa-2-azaspiro[3.5]nonan-2-yl)pyrido[4,3-d]pyrimidin-7(6H)-one C1N(CC12CCOCC2)C=2C(NC=C1C2N=CN=C1)=O